CNOC N,O-dimethyl-hydroxyamine